3,5,7,2',4'-pentahydroxyflavone OC1=C(OC2=CC(=CC(=C2C1=O)O)O)C1=C(C=C(C=C1)O)O